Chlorobis(2,6-dimethoxyphenyl)phosphine ClP(C1=C(C=CC=C1OC)OC)C1=C(C=CC=C1OC)OC